1-bromo-butane BrCCCC